(S)-N-(1-(4-(Difluoromethyl)-6-(3-methoxytetrahydrofuran-3-yl)pyridine-2-yl)-3-methyl-1H-pyrazolo[4,3-c]pyridine-6-yl)acetamide FC(C1=CC(=NC(=C1)[C@@]1(COCC1)OC)N1N=C(C=2C=NC(=CC21)NC(C)=O)C)F